Azolo[1,5-a]quinoxaline-8-carboxamide C1=CC=C2N1C1=CC(=CC=C1N=C2)C(=O)N